2-methyl-5-(2-phenylethoxy)aniline CC1=C(N)C=C(C=C1)OCCC1=CC=CC=C1